BrC=1C=NC=C(C1)NC1=CC=C(C=C1)C(C)(C)C 3-bromo-5-((4-(tert-butyl)phenyl)amino)pyridine